COC(N(C1(C(=NN(C1=O)C)C)C(C)=NOC)O)=O hydroxy(4-(1-(methoxyimino)ethyl)-1,3-dimethyl-5-oxo-4,5-dihydro-1H-pyrazol-4-yl)carbamic acid methyl ester